3-(3-(2-amino-5-fluorothiazol-4-yl)phenyl)-1-methyl-2-oxopyrrolidin-3-yl acetate C(C)(=O)OC1(C(N(CC1)C)=O)C1=CC(=CC=C1)C=1N=C(SC1F)N